1,3-di(3-hydroxypropyl)tetramethyl-disiloxane OCCC[Si](O[Si](CCCO)(C)C)(C)C